2,3,5,6-tetrafluorophenyl 2,2-dimethyl-4-oxo-3,8,11,14-tetraoxa-5-azaheptadecan-17-oate CC(C)(OC(NCCOCCOCCOCCC(=O)OC1=C(C(=CC(=C1F)F)F)F)=O)C